COC1=CC=C(CN(S(=O)(=O)C2=C(C(=NN2)C(=O)O)F)CC2=CC=C(C=C2)OC)C=C1 5-(N,N-bis(4-methoxybenzyl)sulfamoyl)-4-fluoro-1H-pyrazole-3-carboxylic acid